C(N)(O[C@@H]1C(N(C[C@H](C1)O)C=1C2=C(N=C(N1)OC[C@]13CCCN3C[C@@H](C1)F)C(=C(N=C2)Cl)F)C(C)(C)C)=O Tert-butyl-((3s,5s)-1-(7-chloro-8-fluoro-2-(((2r,7as)-2-fluoro hexahydro-1H-pyrrolizin-7a-yl) methoxy) pyrido[4,3-d]pyrimidin-4-yl)-5-hydroxypiperidin-3-yl) carbamate